(E)-1-(3-(2-methyl-4-(4-(trifluoromethyl)phenyl)but-3-en-2-yl)pyrrolidin-1-yl)prop-2-en-1-one CC(C)(\C=C\C1=CC=C(C=C1)C(F)(F)F)C1CN(CC1)C(C=C)=O